CC1(CCC(O1)=O)CCCCCCCC 5-methyl-5-octyl-tetrahydrofuran-2-one